C(C)OC(=O)C=1OC(=CN1)C1=C(C=CC(=C1)C#N)C1CC1 5-(5-Cyano-2-cyclopropylphenyl)oxazole-2-carboxylic acid ethyl ester